Pivalolactone CC1(COC1=O)C